COC=1C=C(C=CC1)C1=NN2C(=NC=3C=CC=CC3C2=N1)N[C@H](CO)C(=O)O N-[2-(3-methoxyphenyl)[1,2,4]triazolo[1,5-c]quinazolin-5-yl]-D-serine